C(C)(=O)C1C2CCC(C1(C)C)C2 2-Acetyl-3,3-di-methyl-norbornan